B(ON1C(CCC1=O)=O)([O-])[O-] succinimidyl borate